5-((6-bromo-3-isopropyl-3H-imidazo[4,5-c]pyridin-4-yl)amino)-2-chloro-4-fluorobenzoic acid BrC1=CC2=C(C(=N1)NC=1C(=CC(=C(C(=O)O)C1)Cl)F)N(C=N2)C(C)C